Bis(ethyl)isopropyl-tin C(C)[Sn](C(C)C)CC